2-fluoro-3-(methyl-(3-(methylthio)-1,2,4-triazin-6-yl)amino)-8-azabicyclo[3.2.1]Octane-8-carboxylic acid tert-butyl ester C(C)(C)(C)OC(=O)N1C2C(C(CC1CC2)N(C2=CN=C(N=N2)SC)C)F